2-methoxy-N-((1-methoxyisoquinolin-4-yl)methyl)ethan-1-amine COCCNCC1=CN=C(C2=CC=CC=C12)OC